4-[2-(4-aminopiperidin-1-yl)-5-(3,4-difluorophenyl)-1-methyl-6-oxopyrimidin-4-yl]-2-fluorobenzonitrile NC1CCN(CC1)C=1N(C(C(=C(N1)C1=CC(=C(C#N)C=C1)F)C1=CC(=C(C=C1)F)F)=O)C